N-[[5-[4-(2,4-dimethylphenyl)triazol-2-yl]-2-methyl-phenyl]methyl]carbamic acid methyl ester COC(NCC1=C(C=CC(=C1)N1N=CC(=N1)C1=C(C=C(C=C1)C)C)C)=O